COC(=O)[C@H]1N(CC(C1)OCC=C)C(=O)OC(C)(C)C (2S)-4-allyloxypyrrolidine-1,2-dicarboxylic acid O1-tert-butyl ester O2-methyl ester